(2-bromo-4-methylphenyl)methanol BrC1=C(C=CC(=C1)C)CO